C(C)OC(CC=1C=C2C(=NN(C2=CC1)C)C)=O.C(C)(C)OCCS(=O)(=O)NC(NC1=C2CCCC2=CC=C1C1=CC(=NC=C1)OC)=O 2-isopropoxy-N-((5-(2-methoxypyridin-4-yl)-2,3-dihydro-1H-inden-4-yl)carbamoyl)ethanesulfonamide ethyl-2-(1,3-dimethyl-1H-indazol-5-yl)acetate